N-(3-fluoro-2-methyl-5-(3-(1-(methylcarbamoyl)azetidin-3-yl)-1,2,4-oxadiazol-5-yl)phenyl)imidazo[1,2-a]pyridine-3-carboxamide FC=1C(=C(C=C(C1)C1=NC(=NO1)C1CN(C1)C(NC)=O)NC(=O)C1=CN=C2N1C=CC=C2)C